C(C)(C)(C)OC(=O)N1CCC2(CC1)CCN(CC2)C(CO)CCCO.CC2=CC=1C(C3=CC=CC=C3C(C1C=C2)=O)=O 2-methyl-anthraquinone tert-butyl-9-(1,5-dihydroxypentan-2-yl)-3,9-diazaspiro[5.5]undecane-3-carboxylate